O.C=O.C=O diformaldehyde hydrate